5-([1,2,4]triazolo[1,5-a]pyridin-6-yl)-N-(3,5-difluorophenyl)-1-(6-methylpyridin-2-yl)-1H-pyrazole-3-carboxyamide N=1C=NN2C1C=CC(=C2)C2=CC(=NN2C2=NC(=CC=C2)C)CC(=O)NC2=CC(=CC(=C2)F)F